5-chloro-3-{2-[3-(hydroxymethyl)-4-[(4-methanesulfonylphenoxy)methyl]pyrrolidin-1-yl]ethyl}-2-methylbenzonitrile ClC=1C=C(C(=C(C#N)C1)C)CCN1CC(C(C1)COC1=CC=C(C=C1)S(=O)(=O)C)CO